[Na+].C[Si](C)(C)C(C(=O)[O-])C trimethylsilyl-propionic acid sodium salt